[P+3].C([O-])([O-])=O.[Ce+3].C([O-])([O-])=O.C([O-])([O-])=O cerium carbonate phosphorus